3-(((18-methoxy-18-oxooctadec-7-yl)oxy)carbonyl)oxirane-2-carboxylic acid COC(CCCCCCCCCCC(CCCCCC)OC(=O)C1C(O1)C(=O)O)=O